9-(6-(ethyl(pyridin-4-ylmethyl)amino)pyridin-3-yl)-6,7-dimethoxynaphtho[2,3-c]furan-1(3H)-one C(C)N(C1=CC=C(C=N1)C1=C2C=C(C(=CC2=CC2=C1C(OC2)=O)OC)OC)CC2=CC=NC=C2